2-({3-[2-(adamantan-1-yl)ethoxy]-2-hydroxypropyl}(2-hydroxyethyl)amino)ethan-1-ol C12(CC3CC(CC(C1)C3)C2)CCOCC(CN(CCO)CCO)O